5-methyl-11-iodo-5H-dibenzo[b,e][1,4]diazepine CN1C2=C(N=C(C3=C1C=CC=C3)I)C=CC=C2